4-[9-[4-(4-aminophenyl)piperazin-1-yl]-3-azaspiro[5.5]undecan-3-yl]-N-(2,6-dioxo-3-piperidyl)benzamide NC1=CC=C(C=C1)N1CCN(CC1)C1CCC2(CCN(CC2)C2=CC=C(C(=O)NC3C(NC(CC3)=O)=O)C=C2)CC1